dityrosine C1=CC(=C(C=C1CC(C(=O)O)N)C2=C(C=CC(=C2)CC(C(=O)O)N)O)O